CNC1=CC=C(C=2C(C3=CC=CC=C3C(C12)=O)=O)NC=1C=C(C=CC1)C 1-methylamino-4-meta-tolylaminoanthraquinone